4-[[(1S,2S)-4,6-dichloro-2-(piperazin-1-yl)-2,3-dihydro-1H-inden-1-yl]oxy]-3-fluorobenzene ClC1=C2C[C@@H]([C@H](C2=CC(=C1)Cl)OC1=C(C=CC=C1)F)N1CCNCC1